The molecule is a heparin hexadecasaccharide consisting of 4-deoxy-2-O-sulfo-alpha-L-threo-hex-4-enopyranuronosyl, 2-deoxy-6-O-sulfo-2-(sulfoamino)-alpha-D-glucopyranosyl, 2-O-sulfo-alpha-L-idopyranuronosyl, 2-deoxy-6-O-sulfo-2-(sulfoamino)-alpha-D-glucopyranosyl, 2-O-sulfo-alpha-L-idopyranuronosyl, 2-deoxy-6-O-sulfo-2-(sulfoamino)-alpha-D-glucopyranosyl, 2-O-sulfo-alpha-L-idopyranuronosyl, 2-deoxy-6-O-sulfo-2-(sulfoamino)-alpha-D-glucopyranosyl, 2-O-sulfo-alpha-L-idopyranuronosyl, 2-deoxy-6-O-sulfo-2-(sulfoamino)-alpha-D-glucopyranosyl, 2-O-sulfo-alpha-L-idopyranuronosyl, 2-deoxy-6-O-sulfo-2-(sulfoamino)-alpha-D-glucopyranosyl, alpha-L-idopyranuronosyl, 2-acetamido-2-deoxy-6-O-sulfo-alpha-D-glucopyranosyl, beta-D-glucopyranuronosyl, and 2-deoxy-3,6-di-O-sulfo-2-(sulfoamino)-alpha-D-glucopyranose units joined in sequence by (1->4) linkages. Sequence: DUA2S-[-GlcNS6S-IdoA2S-]5-GlcNS6S-IdoA-GlcNAc6S-GlcA-GlcNS3S6S. It is a heparin hexadecasaccharide, an amino oligosaccharide and an oligosaccharide sulfate. CC(=O)N[C@@H]1[C@H]([C@@H]([C@H](O[C@@H]1O[C@H]2[C@@H]([C@H]([C@@H](O[C@@H]2C(=O)O)O[C@@H]3[C@H](O[C@@H]([C@@H]([C@H]3OS(=O)(=O)O)NS(=O)(=O)O)O)COS(=O)(=O)O)O)O)COS(=O)(=O)O)O[C@H]4[C@@H]([C@H]([C@@H]([C@@H](O4)C(=O)O)O[C@@H]5[C@@H]([C@H]([C@@H]([C@H](O5)COS(=O)(=O)O)O[C@H]6[C@@H]([C@H]([C@@H]([C@@H](O6)C(=O)O)O[C@@H]7[C@@H]([C@H]([C@@H]([C@H](O7)COS(=O)(=O)O)O[C@H]8[C@@H]([C@H]([C@@H]([C@@H](O8)C(=O)O)O[C@@H]9[C@@H]([C@H]([C@@H]([C@H](O9)COS(=O)(=O)O)O[C@H]1[C@@H]([C@H]([C@@H]([C@@H](O1)C(=O)O)O[C@@H]1[C@@H]([C@H]([C@@H]([C@H](O1)COS(=O)(=O)O)O[C@H]1[C@@H]([C@H]([C@@H]([C@@H](O1)C(=O)O)O[C@@H]1[C@@H]([C@H]([C@@H]([C@H](O1)COS(=O)(=O)O)O[C@H]1[C@@H]([C@H]([C@@H]([C@@H](O1)C(=O)O)O[C@@H]1[C@@H]([C@H]([C@@H]([C@H](O1)COS(=O)(=O)O)O[C@H]1[C@@H]([C@H](C=C(O1)C(=O)O)O)OS(=O)(=O)O)O)NS(=O)(=O)O)O)OS(=O)(=O)O)O)NS(=O)(=O)O)O)OS(=O)(=O)O)O)NS(=O)(=O)O)O)OS(=O)(=O)O)O)NS(=O)(=O)O)O)OS(=O)(=O)O)O)NS(=O)(=O)O)O)OS(=O)(=O)O)O)NS(=O)(=O)O)O)O)O